Succinimidyl 4-(aminooxymethyl)cyclohexane-1-carboxylate NOCC1CCC(CC1)C(=O)ON1C(CCC1=O)=O